C(C)(C)(C)OC(=O)NS(=O)(=O)N(C)CC1CN(C1)C(=O)OC(C)(C)C tert-butyl 3-(((N-(tert-butoxycarbonyl)sulfamoyl)(methyl) amino)methyl)azetidine-1-carboxylate